COC=1C=C2C(=NC(=NC2=CC1OC)C)N[C@H](C)C1=CC=C(C=C1)C 6,7-dimethoxy-2-methyl-N-[(1R)-1-(4-methylphenyl)ethyl]quinazolin-4-amine